FC(C1=NN=C(O1)C=1C=CC(=NC1)CN1C(SC2=C1C=CC(=C2)C=2C=NN(C2)C2CCN(CC2)C(C)C)=O)F 3-((5-(5-(difluoromethyl)-1,3,4-oxadiazol-2-yl)pyridin-2-yl)methyl)-6-(1-(1-isopropylpiperidin-4-yl)-1H-pyrazol-4-yl)benzo[d]thiazol-2(3H)-one